N-(2-methoxy-6-(7-methyl-5,6,7,8-tetrahydroimidazolo[1,5-a]pyrazin-1-yl)pyridin-3-yl)-5-methyl-3-phenylisoxazole-4-carboxamide COC1=NC(=CC=C1NC(=O)C=1C(=NOC1C)C1=CC=CC=C1)C=1N=CN2C1CN(CC2)C